3-[(2-chloro-6-fluorophenyl)methyl]-4-(1-phenylethyl)-4,5-dihydro-1,2,4-oxadiazol-5-one ClC1=C(C(=CC=C1)F)CC1=NOC(N1C(C)C1=CC=CC=C1)=O